C(C)OC(C1=C(C(=C(C(=C1)C#N)N)C#N)C)=O 4-Amino-3,5-dicyano-2-methyl-benzoic acid ethyl ester